C1(CCCCC1)CC(C(C(C)C)(C)C)=O 1-cyclohexyl-3,3,4-trimethylpentan-2-one